2-{[(2S)-1,4-Dioxan-2-yl]methyl}-N-{[(2S,5S)-5-methyloxolan-2-yl]methyl}-8-(trifluoromethyl)-4,5-dihydro-2H-furo[2,3-g]indazol-7-carboxamid O1[C@H](COCC1)CN1N=C2C3=C(CCC2=C1)OC(=C3C(F)(F)F)C(=O)NC[C@H]3O[C@H](CC3)C